2-(6-bromo-4-chloro-8-fluoroquinolin-3-yl)propan-2-ol allyl-(2E,4E,6E)-7-(3-ethoxy-4-methoxyphenyl)hepta-2,4,6-trienoate C(C=C)/C(/C(=O)OC(C)(C)C=1C=NC2=C(C=C(C=C2C1Cl)Br)F)=C\C=C\C=C\C1=CC(=C(C=C1)OC)OCC